N-(2-amino-5,5,5-trifluoro-2-methylpentyl)-2,6-dimethyl-8-[(2,3,6-trifluorobenzyl)oxy]imidazo[1,2-a]pyridine-3-carboxamide NC(CNC(=O)C1=C(N=C2N1C=C(C=C2OCC2=C(C(=CC=C2F)F)F)C)C)(CCC(F)(F)F)C